(2S,5S)-5-((2S,3R)-2-Benzoylamino-3-methyl-pentanoylamino)-4-oxo-1,2,4,5,6,7-hexahydro-azepino[3,2,1-hi]indole-2-carboxylic acid (1H-[1,2,3]triazol-4-ylmethyl)-amide N1N=NC(=C1)CNC(=O)[C@H]1N2C3=C(C=CC=C3C1)CC[C@@H](C2=O)NC([C@H]([C@@H](CC)C)NC(C2=CC=CC=C2)=O)=O